NCCC=1C=NC(=NC1)C1=C(C=C(C#N)C=C1)OC1=CC(=NC(=C1)NC(C)C)C 4-[5-(2-aminoethyl)pyrimidin-2-yl]-3-[2-methyl-6-(propan-2-ylamino)pyridin-4-yl]oxybenzonitrile